2-fluoro-3-(5-(trifluoromethyl)-2,3-dihydrobenzofuran-2-yl)benzonitrile FC1=C(C#N)C=CC=C1C1OC2=C(C1)C=C(C=C2)C(F)(F)F